C(C=C)(=O)N1C[C@H](C[C@@H]1COC)N1N=C(C(=C1NC)C(=O)N)C#CC1=C(C2=C(N(C(=N2)C2CC2)C)C=C1)F 1-((3S,5R)-1-acryloyl-5-(methoxymethyl)pyrrolidin-3-yl)-3-((2-cyclopropyl-4-fluoro-1-methyl-1H-benzo[d]imidazol-5-yl)ethynyl)-5-(methylamino)-1H-pyrazole-4-carboxamide